FC1(OC(CN(C1)C=1N=C(N2C(=NC(=C(C2=O)C)C)C1)C1=C(C=C(C=C1)F)F)C1=CC(=NC=C1)C)F 8-(2,2-difluoro-6-(2-methylpyridin-4-yl)morpholino)-6-(2,4-difluorophenyl)-2,3-dimethyl-4H-pyrimido[1,6-a]pyrimidin-4-one